5-(3,4-dimethoxybenzylidene)-1-(4-methoxyphenyl)pyrimidine-2,4,6(1H,3H,5H)-trione COC=1C=C(C=C2C(NC(N(C2=O)C2=CC=C(C=C2)OC)=O)=O)C=CC1OC